2-(2-isopropylpyridin-3-yl)-9-(4-(3-methyl-5-(trifluoromethyl)-1H-pyrazol-1-yl)benzyl)-7,9-dihydro-8H-purin-8-one C(C)(C)C1=NC=CC=C1C1=NC=C2NC(N(C2=N1)CC1=CC=C(C=C1)N1N=C(C=C1C(F)(F)F)C)=O